acrylic acid acrylamide ammonium salt [NH4+].C(C=C)(=O)[NH-].C(C=C)(=O)[O-].[NH4+]